CC(OC(NCC(NC[C@H](NC(OCC1=CC=CC=C1)=O)C(=O)OC)=O)=O)(C)C methyl (S)-13,13-dimethyl-3,8,11-trioxo-1-phenyl-2,12-dioxa-4,7,10-triazatetradecane-5-carboxylate